ClC1=CC=2C3=C(C=NC2C=C1)N=C(N3[C@H]3C[C@H](OCC3)C)C3CC(C3)(C)F 8-chloro-2-(cis-3-fluoro-3-methylcyclobutyl)-1-[(2R,4R)-2-methyltetrahydro-2H-pyran-4-yl]-1H-imidazo[4,5-c]quinoline